3-chloro-N-(5-chloro-6-(2H-1,2,3-triazol-2-yl)pyridin-3-yl)-2'-fluoro-6'-methyl-[1,1'-biphenyl]-4-carboxamide ClC=1C=C(C=CC1C(=O)NC=1C=NC(=C(C1)Cl)N1N=CC=N1)C1=C(C=CC=C1C)F